butadiene mono-oxide C1C(C=C)O1